1-(2-pyrimidyl)-6-fluoroindole N1=C(N=CC=C1)N1C=CC2=CC=C(C=C12)F